C(C1=CC=CC=C1)N(C(=O)[C@H]1N(C[C@H](C1)F)S(=O)(=O)C1=CC=C(C)C=C1)C1CCC(CC1)(C)C (2S,4S)-4-Fluoro-1-(toluene-4-sulfonyl)-pyrrolidine-2-carboxylic acid benzyl-(4,4-dimethyl-cyclohexyl)-amide